5-methyl-4-methylsulfonyl-1H-imidazole CC1=C(N=CN1)S(=O)(=O)C